glutaric acid 5-benzyl ester C(C1=CC=CC=C1)OC(CCCC(=O)O)=O